Diethylene glycol (3-mercaptopropionate) SCCC(=O)OCCOCCO